NC1=C(C=C(C=N1)C=1C=C2N(N1)CC[C@]21CN(CC1)C(=O)NCC)O[C@H](C)C1=CC(=CC=C1)F (3R)-2'-{6-amino-5-[(1R)-1-(3-fluorophenyl)ethoxy]pyridin-3-yl}-N-ethyl-5',6'-dihydrospiro[pyrrolidine-3,4'-pyrrolo[1,2-b]pyrazole]-1-carboxamide